FC=1C=C2C=CN(C2=CC1COC1=CC2=C(C=N1)[C@H]1[C@@H](C2)[C@@H]1C(=O)OC(C)(C)C)CC1=C(C=CC=C1)C(F)(F)F (5aR,6S,6aS)-tert-butyl 3-((5-fluoro-1-(2-(trifluoromethyl)benzyl)-1H-indol-6-yl)methoxy)-5,5a,6,6a-tetrahydrocyclopropa[4,5]cyclopenta[1,2-c]pyridine-6-carboxylate